CC1=NC(=C(C=C1)C(=O)N)C dimethylnicotinamide